C(C)(C)(C)OC(=O)N1C=CC2=C(C(=CC(=C12)C)OC([2H])([2H])[2H])CN1[C@@H](C[C@@H](CC1)C1CC1)C1=CC=C(C=C1)C(=O)OC 4-(((2S,4R)-4-cyclopropyl-2-(4-(methoxycarbonyl)phenyl)piperidin-1-yl)methyl)-5-(methoxy-d3)-7-methyl-1H-indole-1-carboxylic acid tert-butyl ester